4-((S)-6-((tert-butyldiphenylsilyl)oxy)-6-methyl-1,4-oxazepan-4-yl)-6-(1-((2S,4R)-4-fluoro-1-methylpyrrolidin-2-yl)ethoxy-2,2,2-d3)-N-hydroxy-1,3,5-triazine-2-carboximidamide [Si](C1=CC=CC=C1)(C1=CC=CC=C1)(C(C)(C)C)O[C@]1(CN(CCOC1)C1=NC(=NC(=N1)OC(C([2H])([2H])[2H])[C@H]1N(C[C@@H](C1)F)C)C(NO)=N)C